NC1=CC=C(OC2=CC=C(C=C2)C(C)(C)C2=CC=C(C=C2)OC2=CC=C(C=C2)N)C=C1 Bis[4-(4-aminophenoxy)Phenyl]Propane